FC1=CC=C(C(=O)NC2(CC2)C=2N=C3[C@H]4[C@@H](CN(C3=CC2)C(=O)OC2CCOCC2)C4)C=C1 tetrahydro-2H-pyran-4-yl (6aS,7aR)-2-(1-(4-fluorobenzamido)cyclopropyl)-6,6a,7,7a-tetrahydro-5H-cyclopropa[c][1,5]naphthyridine-5-carboxylate